1-hydroxydicyclohexylphenylketone OC1(C(C(=CC=C1)C1CCCCC1)C1CCCCC1)C(=O)C1(C(C(=CC=C1)C1CCCCC1)C1CCCCC1)O